[7,7-dimethyl-8-(1-octylnonoxy)-8-oxo-octyl] (2S,4S)-4-[3-(dimethylamino)propanoyloxy]-1-[8-(1-heptyloctoxy)-7,7-dimethyl-8-oxo-octyl]pyrrolidine-2-carboxylate CN(CCC(=O)O[C@H]1C[C@H](N(C1)CCCCCCC(C(=O)OC(CCCCCCC)CCCCCCC)(C)C)C(=O)OCCCCCCC(C(=O)OC(CCCCCCCC)CCCCCCCC)(C)C)C